(5-amino-1,4-dimethyl-pyrazol-3-yl) triflate O(S(=O)(=O)C(F)(F)F)C1=NN(C(=C1C)N)C